C(C(C)C)[Al](CCCCCCCCCCC=C)CCCCCCCCCCC=C isobutyl-di(dodec-11-en-1-yl)aluminum